ClC=1C=2N(C=CN1)C(=CN2)C=2C(=NN(C2)CC2CC2)C(F)(F)F 8-Chloro-3-[1-(cyclopropylmethyl)-3-(trifluoromethyl)pyrazol-4-yl]imidazo[1,2-a]pyrazine